Cl.[N+](=O)([O-])C1CCNCC1 4-nitropiperidine hydrochloride salt